tert-butyl (2R,5S)-4-(7-cyclohexyl-5-formyl-7H-pyrrolo[2,3-d]pyrimidin-4-yl)-2,5-dimethylpiperazine-1-carboxylate C1(CCCCC1)N1C=C(C2=C1N=CN=C2N2C[C@H](N(C[C@@H]2C)C(=O)OC(C)(C)C)C)C=O